N[C@@H](CCCNC(N)=N)CO argininol